carbobenzoxy-L-histidine C(=O)(OCC1=CC=CC=C1)N[C@@H](CC1=CNC=N1)C(=O)O